4-Chloro-2-(2-methoxy-5-propan-2-ylphenyl)-5-methylphenol ClC1=CC(=C(C=C1C)O)C1=C(C=CC(=C1)C(C)C)OC